C(=O)(O)CN1CCC2(CN(CCN2C)C2=NC=CC(=N2)C(=O)O)CCC1=O 2-(9-(carboxymethyl)-1-methyl-10-oxo-1,4,9-triazaspiro[5.6]dodecan-4-yl)pyrimidine-4-carboxylic acid